4-[3-[2,6-Dichloro-4-[4-(oxolan-3-yl)piperazin-1-yl]benzoyl]-2,4-dihydro-1,3-benzoxazin-8-yl]-5-fluoro-2-(3-oxa-8-azabicyclo[3.2.1]octan-8-yl)benzoic acid ClC1=C(C(=O)N2COC3=C(C2)C=CC=C3C3=CC(=C(C(=O)O)C=C3F)N3C2COCC3CC2)C(=CC(=C1)N1CCN(CC1)C1COCC1)Cl